sodium 2-[2-(2-methoxy ethoxy)ethoxy]ethane-1-sulfonate COCCOCCOCCS(=O)(=O)[O-].[Na+]